N1=CC(=CC=C1)\C(\C(\C)=N\NC(NCC)=S)=N\NC(NCC)=S (2Z,2'E)-2,2'-(1-(pyridin-3-yl)propane-1,2-diylidene)bis(N-ethylhydrazine-1-carbothioamide)